1-(3-bromo-4-fluoro-2-methoxy-6-methyl-5,6,7,9-tetrahydro-8H-pyrrolo[3,2-b:4,5-c']dipyridin-8-yl)-2-hydroxyethan-1-one BrC=1C(=C2C(=NC1OC)C=1CN(CC(C1N2)C)C(CO)=O)F